4,5-Diamino-1-(2-hydroxyethyl)pyrazole NC=1C=NN(C1N)CCO